(2R)-2-methyl-5-oxo-piperidine-1-carboxylic acid tert-butyl ester C(C)(C)(C)OC(=O)N1[C@@H](CCC(C1)=O)C